BrC=1C(=C2C=3C(=NC(=NC3C1)OC[C@]13CCCN3C[C@@H](C1)F)N(CCO2)C)Cl 9-bromo-8-chloro-2-(((2R,7aS)-2-fluorotetrahydro-1H-pyrrolizin-7a(5H)-yl)methoxy)-4-methyl-5,6-dihydro-4H-[1,4]oxazepino[5,6,7-de]quinazoline